CN1C[C@H](C[C@H]1C)OC1=C(N(N=C1)C)C1=CC=2N(C=C1)N=C(C2)NC(=O)C2CC2 N-[5-[4-[(3S,5R)-1,5-dimethylpyrrolidin-3-yl]oxy-2-methyl-pyrazol-3-yl]pyrazolo[1,5-a]pyridin-2-yl]cyclopropanecarboxamide